CCC(C)[C@@H](C(=O)NCCCC1=CN=C(N1)N)NC(=O)[C@@H]2[C@H](O2)C(=O)O The molecule is a member of the class of guanidines isolated from the culture mycelium of the fungal strain Aphanoascus fulvescens and has been shown to exhibit inhibitory activity against cathepsin B and L. It has a role as a cathepsin B inhibitor, a cathepsin L (EC 3.4.22.15) inhibitor and a fungal metabolite. It is an epoxide, a member of guanidines, a monocarboxylic acid, a member of imidazoles and a dicarboxylic acid monoamide.